dipropenyldiisopropylammonium hydroxide [OH-].C(=CC)[N+](C(C)C)(C(C)C)C=CC